CC1=C(CN2C(=C(C(C2=O)(C)C)C(=O)OC)C(=O)OC)C=CC=C1C dimethyl 1-(2,3-dimethylbenzyl)-4,4-dimethyl-5-oxo-4,5-dihydro-1H-pyrrole-2,3-dicarboxylate